ClC=1C=C(COC(=O)N2CCC(CC2)CNC2=CC=C(C=C2)C2=CN=C(S2)N)C=C(C1)Cl.C(=O)C1=CC=C(C=C1)C1=CC(=C2C=CC(=C3C4=CC(=CC5=CC=CC(C1=C23)=C45)C4=CC=C(C=C4)C=O)C4=CC=C(C=C4)C=O)C4=CC=C(C=C4)C=O 1,3,6,8-tetrakis(4-formylphenyl)perylene 3,5-dichlorobenzyl-4-(((4-(2-aminothiazol-5-yl)phenyl)amino)methyl)piperidin-1-carboxylate